N,N-bis(4-methoxybenzyl)-6-morpholinoimidazo[1,2-b]pyridazin-8-amine COC1=CC=C(CN(C=2C=3N(N=C(C2)N2CCOCC2)C=CN3)CC3=CC=C(C=C3)OC)C=C1